C1(=CC=CC=C1)C(C)NS(=O)(=O)C1=CC=C(C=C1)OC N-(1-phenylethyl)-p-methoxybenzenesulfonamide